(S)-3-amino-7-hydroxy-5-methyl-2,3-dihydrobenzo[b][1,4]oxazepin-4(5H)-one hydrochloride Cl.N[C@@H]1C(N(C2=C(OC1)C=CC(=C2)O)C)=O